N1N=CC2=CC(=CC=C12)C1CN(C(C12CCN(CC2)C([C@@H](C(C)C)NC(C2=C(C=CC(=C2)C(F)(F)F)F)=O)=O)=O)C N-((2R)-1-(4-(1H-indazol-5-yl)-2-methyl-1-oxo-2,8-diazaspiro[4.5]decan-8-yl)-3-methyl-1-oxobutan-2-yl)-2-fluoro-5-(trifluoromethyl)benzamide